4-(3-bromo-4-(methoxymethoxy)phenyl)morpholine BrC=1C=C(C=CC1OCOC)N1CCOCC1